4-(3-Amino-5-ethynylpyridin-4-yl)-2-chloro-N-(5-chloro-6-(2H-1,2,3-triazol-2-yl)pyridine-3-yl)-5-fluorobenzamide NC=1C=NC=C(C1C1=CC(=C(C(=O)NC=2C=NC(=C(C2)Cl)N2N=CC=N2)C=C1F)Cl)C#C